NC1=C(C=C(C(=N1)F)C1=CC(=NC=C1)OCC1CC1)C=1C=C2CCNC(C2=CC1F)=O 6-(6-amino-2'-(cyclopropylmethoxy)-2-fluoro-[3,4'-bipyridin]-5-yl)-7-fluoro-3,4-dihydroisoquinolin-1(2H)-one